Methyl 4-((4-chlorobenzyl)oxy)quinoline-2-carboxylate ClC1=CC=C(COC2=CC(=NC3=CC=CC=C23)C(=O)OC)C=C1